4-[3-[(4-chloro-2-fluoro-phenyl)methoxy]phenyl]-1H-pyridin-2-one ClC1=CC(=C(C=C1)COC=1C=C(C=CC1)C1=CC(NC=C1)=O)F